ClC=1C2=C(N(C(N1)=O)C=1C(=NC=CC1C)C(C)C)N=C(C(=C2)F)Cl 4,7-dichloro-6-fluoro-1-(2-isopropyl-4-methyl-3-pyridyl)pyrido[2,3-d]pyrimidin-2-one